Cl.CN1[C@@H](CCC1)COC=1N=C(C2=C(N1)CN(C2)CC2=CC=CC1=CC=CC=C21)N2CCNCC2 (S)-2-((1-methylpyrrolidin-2-yl)methoxy)-6-(naphthalen-1-ylmethyl)-4-(piperazin-1-yl)-6,7-dihydro-5H-pyrrolo[3,4-d]pyrimidine hydrochloride